(Z)-N-hydroxy-6-(4-(3-methoxybenzylidene)-2,5-dioxoimidazolidin-1-yl)hexanamide ONC(CCCCCN1C(N\C(\C1=O)=C/C1=CC(=CC=C1)OC)=O)=O